5-bromo-3-[4-(prop-2-en-1-yl)piperidin-1-yl]pyridine-2-carboxylic acid BrC=1C=C(C(=NC1)C(=O)O)N1CCC(CC1)CC=C